N1=C(C=CC=C1)N1C(C2=CC=CC=C2C1)=O pyridin-2-yl-isoindolin-1-one